N-(1H-indol-5-yl)-5,6,7,8-tetrahydroisoquinolin-1-amine N1C=CC2=CC(=CC=C12)NC1=NC=CC=2CCCCC12